N,N-bis(tridecyl)amine C(CCCCCCCCCCCC)NCCCCCCCCCCCCC